2-diazo-2-(p-toluenesulfonyl)acetic acid [N+](=[N-])=C(C(=O)O)S(=O)(=O)C1=CC=C(C)C=C1